COC1=CC=C(C=C1)C1=C(CNCC1)COC=1C=C(C#N)C=CC1 3-{[4-(4-methoxyphenyl)-1,2,5,6-tetrahydropyridin-3-yl]methoxy}benzonitrile